[6-(2,2-difluoroethoxy)-5-fluoro-2-methoxy-3-pyridinyl]-6-(oxetan-3-yl)pyrazolo[1,5-a]pyridine-3-sulfonamide FC(COC1=C(C=C(C(=N1)OC)C1=NN2C(C=CC(=C2)C2COC2)=C1S(=O)(=O)N)F)F